C1(CCC1)N(C1=C(C(=NC=N1)NC[C@@H]1[C@H](CN(CC1)CC(=O)N)O)F)CC=1C=NC(=NC1)C(F)(F)F |o1:13,14| rel-2-((3R,4R)-4-(((6-(cyclobutyl((2-(trifluoromethyl)pyrimidin-5-yl)methyl)amino)-5-fluoropyrimidin-4-yl)amino)methyl)-3-hydroxypiperidin-1-yl)acetamide